3-bromo-2-fluoro-6-methoxyphenol BrC=1C(=C(C(=CC1)OC)O)F